2-methyl-2,8-diazaspiro[4.5[5]]Decane CN1CC2(CC1)CCNCC2